CN(CC=CC(=O)NC=1C=C2C(=NC=NC2=CC1OC)NC1=C(C=CC(=C1)OC=1SC=CN1)C(C)(C)O)C 4-(dimethylamino)-N-(4-((2-(2-hydroxypropan-2-yl)-5-(thiazol-2-yloxy)phenyl)amino)-7-methoxyquinazolin-6-yl)but-2-enamide